6-methylpyridin-2(1H)-one CC1=CC=CC(N1)=O